S(C)(=O)(=O)O[C@@H](C(=O)NC1=CC(=C(C=C1)N)F)CC (R)-1-((4-amino-3-fluorophenyl) amino)-1-oxobutan-2-yl mesylate